(2s,4r)-3-benzoyl-4-methyl-2-phenyloxazolidin-5-one C(C1=CC=CC=C1)(=O)N1[C@@H](OC([C@H]1C)=O)C1=CC=CC=C1